NCC1CC2(C1)OC(N(C2)[C@@H](C)C=2C=CC=C1C(=C(NC21)C(=O)O)C=2C=NC(=C(C2)O)OC)=O (S)-7-(1-(2-(aminomethyl)-6-oxo-5-oxa-7-azaspiro[3.4]octan-7-yl)ethyl)-3-(5-hydroxy-6-methoxypyridin-3-yl)-1H-indole-2-carboxylic acid